C(=CC)C1=C(C=CC=C1)B(O)O propenyl-phenylboronic acid